pyridine 1-oxide, hydrochloride Cl.[N+]1(=CC=CC=C1)[O-]